C(C)NC1=NC(=NC(=C1)C)NC(=O)NC1=CC=C(C=C1)OC1=CC=CC=C1 1-(4-(ethylamino)-6-methylpyrimidin-2-yl)-3-(4-phenoxyphenyl)urea